ClC=1C=C(OCC(=O)NC(C)C)C=C(C1CC1=CC(=C(C=C1)O)C(C)C)Cl 2-(3,5-dichloro-4-(4-hydroxy-3-isopropylbenzyl)phenoxy)-N-isopropylacetamide